2-methyl-1-methylene-3-(1-methylvinyl)cyclopentane CC1C(CCC1C(=C)C)=C